1-(2-chloro-5-fluoropyrimidin-4-yl)-1H-pyrazole-4-carboxylic acid methyl ester COC(=O)C=1C=NN(C1)C1=NC(=NC=C1F)Cl